ClC(C)C1=CC(=CN2C1=NC(=CC2=O)N2CCCCC2)C 9-(1-chloroethyl)-7-methyl-2-(piperidin-1-yl)-4H-pyrido[1,2-a]pyrimidin-4-one